COC1=C(C=CC(=C1)OC)NS(=O)=O.[Na] sodium N-(2,4-dimethoxyphenyl)sulfonamide